Tert-butyl ((1R,2R)-2-(4-((4,4-difluorocyclohexyl)carbamoyl)thiophen-2-yl)cyclopropyl)carbamate FC1(CCC(CC1)NC(=O)C=1C=C(SC1)[C@H]1[C@@H](C1)NC(OC(C)(C)C)=O)F